2,4-diamino-3-hydroxybutyric acid (2,4-diamino-3-hydroxybutyrate) NC(C(=O)O)C(CN)O.NC(C(=O)O)C(CN)O